C(C)(=O)N1[C@H](CCCC1)C(=O)NC(=N)[C@H]1N2C(N([C@H](CC1)C2)O[Si](C)(C)C(C)(C)C)=O (2R)-1-acetyl-N-(((2S,5R)-6-((tert-butyldimethylsilyl)oxy)-7-oxo-1,6-diazabicyclo[3.2.1]octan-2-yl)(imino)methyl)piperidine-2-carboxamide